CC1(C2=CC=CC=C2C=2C=CC(=CC12)NC1=CC=C(C=C1)C1=CC2=CC=CC=C2C=C1)C 9,9-dimethyl-N-(4-(2-naphthyl)phenyl)-9H-fluoren-2-amine